tetramethoxyphenylcobalt COC=1C(=C(C(=C(C1)[Co])OC)OC)OC